chloropyrimidine-4-formamidine HCl salt Cl.ClC1=NC=CC(=N1)C(=N)N